5-fluoro-2-(3-oxa-8-azabicyclo[3.2.1]octan-8-yl)benzoic acid FC=1C=CC(=C(C(=O)O)C1)N1C2COCC1CC2